C(C)S(=O)(=O)C=1C(=NC(=CC1)N1N=CN=C1)C1=NC=C2N1C=CN=C2OCC(C(F)(F)F)(F)F 3-[3-ethylsulfonyl-6-(1,2,4-triazol-1-yl)-2-pyridyl]-8-(2,2,3,3,3-penta-fluoropropoxy)imidazo[1,5-a]pyrazine